5-hydroxy-2-(((2-(4-(2-hydroxyethyl)piperazin-1-yl)ethyl)amino)methylene)-4-methyl-5-phenylcyclohexane-1,3-dione OC1(C(C(C(C(C1)=O)=CNCCN1CCN(CC1)CCO)=O)C)C1=CC=CC=C1